butyl 9-{[(2S)-1-methoxy-3-methyl-1-oxobutan-2-yl](methyl)carbamoyl}-1-oxa-4,9-diazaspiro[5.5]undecane-4-carboxylate COC([C@H](C(C)C)N(C(=O)N1CCC2(CN(CCO2)C(=O)OCCCC)CC1)C)=O